CN1C([C@H](N(CC1)CCCOC1=CC=C(C=C1)B1OC(C(O1)(C)C)(C)C)C)=O (R)-1,3-dimethyl-4-{3-[4-(4,4,5,5-tetramethyl-1,3,2-dioxaborolan-2-yl)phenoxy]propyl}piperazin-2-one